2-bromo-5-hydroxybenzaldehyde BrC1=C(C=O)C=C(C=C1)O